FC1=CC=C(C=C1)C1=C(N=C(C2=CC3=C(C=C12)C=NN3)N=S(=O)(C3=CC=CC1=CC=CC=C31)C)C(C)C ((5-(4-fluorophenyl)-6-isopropyl-1H-pyrazolo[4,3-g]isoquinolin-8-yl)imino)(methyl)(naphthalen-1-yl)-λ6-sulfanone